23-methyl-pentacosanoic acid CC(CCCCCCCCCCCCCCCCCCCCCC(=O)O)CC